tert-Butyl (5-(cyclopropoxymethyl)pyridin-2-yl)carbamate C1(CC1)OCC=1C=CC(=NC1)NC(OC(C)(C)C)=O